N1=CC=C(C=C1)N1N=CC(=C1)NC(CC)=O N-(1-(pyridin-4-yl)-1H-pyrazol-4-yl)propanamide